9-phenyl-2,2'-bi-9H-carbazole C1(=CC=CC=C1)N1C2=CC=CC=C2C=2C=CC(=CC12)C1=CC=2NC3=CC=CC=C3C2C=C1